C[SiH]1O[SiH](O[SiH](O[SiH](O[SiH](O1)C)C)C)C 2,4,6,8,10-pentamethyl-cyclopentasiloxane